C(C)(C)(C)OC(=O)N1CC2N(CC1)C(CC2)=O 6-oxohexahydropyrrolo[1,2-a]pyrazine-2(1H)-carboxylic acid tert-butyl ester